O[C@H]1[C@@H](O[C@@H]([C@H]1O)CO)N1CN=CC=C1 1-[(2R,3R,4S,5R)-3,4-Dihydroxy-5-(hydroxymethyl)oxolan-2-yl]pyrimidine